O[C@@H]1[C@H](CC1)NC(=O)C=1C=NN2C1N=CC=C2NC N-((1S,2S)-2-hydroxycyclobutyl)-7-(methylamino)pyrazolo[1,5-a]pyrimidine-3-carboxamide